C1(=CC=CC=C1)C(=C)C (2-phenyl)propaneN